4,5-bis(benzyloxy)-6-((benzyloxy)methyl)-2-methoxytetrahydro-2H-pyran-3-yl trifluoromethanesulfonate FC(S(=O)(=O)OC1C(OC(C(C1OCC1=CC=CC=C1)OCC1=CC=CC=C1)COCC1=CC=CC=C1)OC)(F)F